3-((fluorosulfonyl)oxy)-5-(1-(4-methoxyphenyl)-1H-1,2,3-triazol-4-yl)benzoic acid FS(=O)(=O)OC=1C=C(C(=O)O)C=C(C1)C=1N=NN(C1)C1=CC=C(C=C1)OC